FC1=CC=C(C=C1)C=1C(C(=CN2CC3N(C(C21)=O)[C@@H](CO3)C)C(=O)N)=O (3R)-6-(4-fluorophenyl)-3-methyl-5,7-dioxo-2,3,5,7,11,11a-hexahydrooxazolo[3,2-a]pyrido[1,2-d]pyrazine-8-carboxamide